CN(C)C1=CC=C(C=C1)N=O N,N-Dimethyl-4-nitrosoaniline